CC1=NN(C2=NC(=NC=C21)NC(C=C)=O)CC2=CC=C(C=C2)C(F)(F)F N-(3-methyl-1-(4-(trifluoromethyl)benzyl)-1H-pyrazolo[3,4-d]pyrimidin-6-yl)acrylamide